(R)-3-chloro-N-(8,9-difluoro-6-oxo-1,4,5,6-tetrahydro-2H-pyrano[3,4-c]isoquinolin-1-yl)-N-methyl-4H-thieno[3,2-b]pyrrole-5-carboxamide ClC1=CSC2=C1NC(=C2)C(=O)N(C)[C@H]2COCC=1NC(C=3C=C(C(=CC3C12)F)F)=O